CN1N=C2N(C3=CC=C(C=C3C2=C1)C(=O)C1N(CC1O)C1=CSC=C1)C1=CC=C(C=C1)C(F)(F)F 2-methyl-8-[4-(trifluoromethyl)phenyl]-2H,8H-pyrazolo[3,4-b]indole-5-carbonyl-(thiophen-3-yl)azetidin-3-ol